BrC=1C=C(C(N(C1C(N)=O)C1=CC=C(C=C1)F)=O)C(=O)O 5-bromo-6-carbamoyl-1-(4-fluorophenyl)-2-oxo-1,2-dihydropyridine-3-carboxylic acid